N1(CCOCC1)C1C(COC1)N 4-(morpholin-4-yl)oxolan-3-amine